C12N(CC(NC1)CC2)C=2C1=C(N=C(N2)OC[C@@]23CCCN3C[C@H](C2)F)C(=C(N=C1)C=1C=C(C=C(C1C1CC1)Cl)O)F 3-(4-(2,5-Diazabicyclo[2.2.2]octan-2-yl)-8-fluoro-2-(((2S,7aR)-2-fluorotetrahydro-1H-pyrrolizin-7a(5H)-yl)methoxy)pyrido[4,3-d]pyrimidin-7-yl)-5-chloro-4-cyclopropylphenol